2,5,8,11,14,17-hexaoxanonadecan-19-ol COCCOCCOCCOCCOCCOCCO